Cl.FC1=CC=2N(C=C1NC(=O)N1CCC=3C1=NC=CC3N3C[C@H](NCC3)CO)C=C(N2)C (S)-N-(7-fluoro-2-methylimidazo[1,2-a]pyridin-6-yl)-4-(3-(hydroxymethyl)piperazin-1-yl)-2,3-dihydro-1H-pyrrolo[2,3-b]pyridine-1-carboxamide hydrochloride